C(C1=CC=CC=C1)OC1=C(N2C(C3=CC(=CC=C13)N1CCOCC1)=NC=N2)C(=O)OC Methyl 6-(benzyloxy)-9-morpholino-[1,2,4]triazolo[5,1-a]isoquinoline-5-carboxylate